FC(C=1C=C(C=2N(C1)C(=NN2)NC(C(=O)N=CN(C)C)=C)C(F)(F)F)(F)F (2R)-2-[[6,8-bis(trifluoromethyl)-[1,2,4]triazolo[4,3-a]pyridine-3-yl]amino]-N-(dimethylaminomethylene)propenamide